(S)-1-(4-(5-(2-fluorophenyl)-7H-pyrrolo[2,3-d]pyrimidin-4-yl)-3-methylpiperazin-1-yl)-2-methylpropan-1-one FC1=C(C=CC=C1)C1=CNC=2N=CN=C(C21)N2[C@H](CN(CC2)C(C(C)C)=O)C